ClC1=CC(=C(C=C1)C=1C2=C(N=C(N1)N1C[C@@H](O[C@@H](C1)C)C=1C=NN(C1)C1CC1)C(N(C(=C2)C)C)=O)F 4-(4-chloro-2-fluoro-phenyl)-2-[(2S,6R)-2-(1-cyclopropylpyrazol-4-yl)-6-methyl-morpholin-4-yl]-6,7-dimethyl-pyrido[3,4-d]pyrimidin-8-one